6-chloro-4-(1-ethoxyvinyl)-2-(2-fluoro-2-methylpropyloxy)nicotinic acid methyl ester COC(C1=C(N=C(C=C1C(=C)OCC)Cl)OCC(C)(C)F)=O